(methylthio)picolinic acid CSC=1C(=NC=CC1)C(=O)O